[O-2].[Zn+2].[Cu+2].[Co+2].[O-2].[O-2] cobalt copper zinc oxide